propargyl-(propane) C(C#C)CCC